C1(=CC=CC=C1)C#CCCN1N=C2C(CN(CC2)C(=O)OC(C)(C)C)=C1C(=O)OCC 5-tert-Butyl 3-ethyl 2-(4-phenylbut-3-yn-1-yl)-2,4,6,7-tetrahydro-5H-pyrazolo[4,3-c]pyridine-3,5-dicarboxylate